N-(1,1-dimethylsilinan-4-yl)-4,6-dimethyl-1H-indole-2-carboxamide C[Si]1(CCC(CC1)NC(=O)C=1NC2=CC(=CC(=C2C1)C)C)C